Cl.COC1=C(C=C(C=C1)OC)C=1SC(=CN1)CCN 2-(2-(2,5-dimethoxyphenyl)thiazole-5-yl)ethylamine hydrochloride